3-[3-chloro-5-(trifluoromethyl)phenyl]-4-oxo-1-(pyrimid-5-ylmethyl)pyrimido[1,2-a]pyrimidon ClC=1C=C(C=C(C1)C(F)(F)F)C1C(N(C=2N(C1=O)CC=CN2)CC=2C=NC=NC2)=O